FC=1C(=C(C=CC1)C1=NC=C2NC(NC2=N1)=O)C(C)C 2-(3-fluoro-2-isopropylphenyl)-7H-purin-8-one